CC(C)N1C[C@@H](CCC1)NC=1N=NC(=C2C1C=NC=C2)C2=C(C=C(C=C2)C(F)(F)F)O 2-(4-{[(3R)-1-(propan-2-yl)piperidin-3-yl]amino}pyrido[3,4-d]pyridazin-1-yl)-5-(trifluoromethyl)phenol